5-chloro-2-[(3R)-3-methoxypiperidine-1-carbonyl]-7,8-dihydro-6H-spiro[[1,3]oxazolo[5,4-f]quinazoline-9,1'-cyclohexane]-7-one ClC=1C=C2C(=C3C1NC(NC31CCCCC1)=O)OC(=N2)C(=O)N2C[C@@H](CCC2)OC